NS(=NC(CC=1C(=C2COCC2=CC1CC)C(C)C)=O)(=O)C=1SC(=CC1F)C(C)(C)O N-(amino(3-fluoro-5-(2-hydroxypropan-2-yl)thiophen-2-yl)(oxo)-λ6-sulfaneylidene)-2-(6-ethyl-4-isopropyl-1,3-dihydroisobenzofuran-5-yl)acetamide